2-(4-(4-chlorobenzoyl)piperazin-1-yl)phenyl-2-methoxy-N-methylbenzamide ClC1=CC=C(C(=O)N2CCN(CC2)C2=C(C=CC=C2)C=2C(=C(C(=O)NC)C=CC2)OC)C=C1